COC1=CC=C(CNC=2C=3N(C4=CC(=CC=C4N2)C(=O)OC)C(=NC3)C)C=C1 Methyl 4-((4-methoxybenzyl)amino)-1-methylimidazo[1,5-a]quinoxaline-8-carboxylate